CC(C#CC(C)(OOC(C)(C)C)C)(C)OOC(C)(C)C dimethylbis(t-butylperoxy)-3-hexyne